1-(4-amino-6-cyclopropyl-2-methoxypyridin-3-yl)ethan-1-one NC1=C(C(=NC(=C1)C1CC1)OC)C(C)=O